ClC1=CC=C(C(=N1)C(=O)NS(=O)(=O)C)N[C@H](C)C=1C=C(C=C2C(N(C(=NC12)N1C[C@H]2C([C@H]2C1)C=1OC(=CN1)C)C)=O)C 6-chloro-3-(((R)-1-(3,6-dimethyl-2-((1R,5S,6R)-6-(5-methyloxazol-2-yl)-3-azabicyclo[3.1.0]hexan-3-yl)-4-oxo-3,4-dihydroquinazolin-8-yl)ethyl)amino)-N-(methylsulfonyl)picolinamide